C(=O)(O)CC=1N([C@H]2[C@H](S)[C@H](O)[C@@H](CO)O2)C=2N=C(NC(C2N1)=O)N 8-Carboxymethylthioguanosine